3-(difluoromethyl)-5-(methoxycarbonyl)-4-methylbenzoic acid FC(C=1C=C(C(=O)O)C=C(C1C)C(=O)OC)F